FC1=CC=C(C=C1C1=CC=C(C=C1)OC)C(=O)O 6-fluoro-4'-methoxy-[1,1'-biphenyl]-3-carboxylic acid